[(E)-2-(5-bromo-3-nitropyridin-2-yl)ethenyl]dimethylamine BrC=1C=C(C(=NC1)/C=C/N(C)C)[N+](=O)[O-]